methoxycarbonyl-sulfanilamide COC(=O)C1=C(S(=O)(=O)N)C=CC(=C1)N